6-(azetidin-1-yl)-N-(5-(5-(2-methylpyridin-4-ylamino)-1H-benzo[d]imidazol-2-yl)pyridin-2-yl)quinolin-4-amine N1(CCC1)C=1C=C2C(=CC=NC2=CC1)NC1=NC=C(C=C1)C1=NC2=C(N1)C=CC(=C2)NC2=CC(=NC=C2)C